C1([C@@H](O)[C@H](O)[C@H](O)[C@@H](O1)C)[C@@]1([C@H](O[C@H]2[C@@H]([C@](C(O)O[C@@H]2CO)(O)C2[C@@H](O)[C@H](O)[C@H](O)[C@@H](O2)C)O)O[C@@H]([C@@H]([C@@H]1O)O)CO)O 2',2-difucosyllactose